4-(chloromethyl)phenylisocyanate ClCC1=CC=C(C=C1)N=C=O